1-(2-(8-((3,4-Dichlorophenyl)amino)-5H-pyrido[3,2-b]indol-5-yl)ethyl)guanidine ClC=1C=C(C=CC1Cl)NC1=CC=2C3=C(N(C2C=C1)CCNC(=N)N)C=CC=N3